O1SNCC1 1,2,3-oxathiazolidine